FC1([C@H]2CC=3C(=NNC3C[C@]21C)C=2NC1=CC=C(C=C1C2)C(=O)O)F 2-[(4aS,5aR)-5,5-Difluoro-5a-methyl-1H,4H,4aH,6H-cyclopropa[f]indazol-3-yl]-1H-indole-5-carboxylic acid